2-[2-[(5-methoxy-1H-benzimidazol-2-yl)methylcarbamoyl]indan-2-yl]acetic acid COC1=CC2=C(NC(=N2)CNC(=O)C2(CC3=CC=CC=C3C2)CC(=O)O)C=C1